BrC1=NC(=NC(=C1)C(F)(F)F)C(F)(F)F 4-bromo-2,6-bis(trifluoromethyl)pyrimidine